3-carboxybenzophenone, sodium salt [Na+].C(=O)([O-])C=1C=C(C(=O)C2=CC=CC=C2)C=CC1